NC=1NC(C=2N(C(N(C2N1)[C@@H]1O[C@@H](C[C@H]1O)CO)=O)CC1=CC=C(C=O)C=C1)=O 4-((2-amino-9-((2R,3R,5S)-3-hydroxy-5-(hydroxymethyl)tetrahydrofuran-2-yl)-6,8-dioxo-1,6,8,9-tetrahydro-7H-purin-7-yl)methyl)benzaldehyd